(1S,2S)-2-(3-chlorophenyl)-N-(6-(((6-cyclopropyl-8-(6-cyclopropyl-2,6-diazaspiro[3.3]heptan-2-yl)imidazo[1,2-a]pyridin-2-yl)methyl)amino)pyrimidin-4-yl)cyclopropane-1-carboxamide ClC=1C=C(C=CC1)[C@@H]1[C@H](C1)C(=O)NC1=NC=NC(=C1)NCC=1N=C2N(C=C(C=C2N2CC3(C2)CN(C3)C3CC3)C3CC3)C1